(2-bromo-4-fluorophenyl)-3-(6-methoxy-2-vinylpyridin-3-yl)-6-(trifluoromethyl)-2,3-dihydroquinazolin-4(1H)-one BrC1=C(C=CC(=C1)F)N1CN(C(C2=CC(=CC=C12)C(F)(F)F)=O)C=1C(=NC(=CC1)OC)C=C